C(CCCCCCCCCCCCCCCCCC)OC(C1=CC=CC=C1)=O benzoic acid nonadecyl ester